N-(4,6-dichloro-3-pyridinyl)morpholine-4-carboxamide ClC1=C(C=NC(=C1)Cl)NC(=O)N1CCOCC1